C[C@@H]1CC2=NN3C(C(N(CC(C3)=C)C)=O)=C2CN1C(=O)OC(C)(C)C (R)-tert-Butyl 3,10-dimethyl-8-methylene-11-oxo-3,4,8,9,10,11-hexahydro-1H-pyrido[4',3':3,4]-pyrazolo[1,5-a][1,4]diazepine-2(7H)-carboxylate